N-((R)-2-(2-((1R,5R)-3-oxabicyclo[3.1.0]hexane-6-carboxamido)pyridin-4-yl)-6,7,8,9-tetrahydro-5H-benzo[7]annulen-5-yl)-3-(tert-butyl)-1,2,4-oxadiazole-5-carboxamide [C@H]12COC[C@H]2C1C(=O)NC1=NC=CC(=C1)C=1C=CC2=C(CCCC[C@H]2NC(=O)C2=NC(=NO2)C(C)(C)C)C1